sulfur compound with sulfur [S].[S]